FC1([C@H]2CC=3C(=NNC3C[C@]21C)C=2NC1=CC=C(C=C1C2)C(=O)N2CCN(CC2)C(=O)OCCCC)F Butyl 4-{2-[(4aS,5aR)-5,5-difluoro-5a-methyl-1H,4H,4aH,6H-cyclopropa[f]indazol-3-yl]-1H-indole-5-carbonyl}piperazine-1-carboxylate